1-((3R,4S)-4-(3,5-difluorophenyl)-1-(1-methyl-1H-pyrazol-5-yl)pyrrolidin-3-yl)-3-(3-ethoxy-4-methyl-1-phenyl-1H-pyrazol-5-yl)urea FC=1C=C(C=C(C1)F)[C@@H]1[C@H](CN(C1)C1=CC=NN1C)NC(=O)NC1=C(C(=NN1C1=CC=CC=C1)OCC)C